ClC1=C(C=CC=C1Cl)SC=1C=2N(C=NC1)N=CN2 8-((2,3-dichlorophenyl)thio)-[1,2,4]triazolo[1,5-c]pyrimidin